C(C)(C)(C)OC(=O)NCCC1=CN(NO1)C(=O)O 5-(2-((tert-butoxycarbonyl)amino)ethyl)-1,2,3-oxadiazole-3-carboxylic acid